N-(3-(1H-imidazol-1-yl)propyl)-1-phenyl-1H-imidazole-4-carboxamide N1(C=NC=C1)CCCNC(=O)C=1N=CN(C1)C1=CC=CC=C1